C(C1=CC=CC=C1)OCCCC=1N(C2=C(C(=NC(=C2)C=2SC(=CC2)C2=C(C=CC=C2)F)N)N1)C 2-(3-(benzyloxy)propyl)-6-(5-(2-fluorophenyl)thiophen-2-yl)-1-methyl-1H-imidazo[4,5-c]pyridin-4-amine